C(C=C)(=O)N1CC=2C=C(C=NC2CC1)B(O)O (6-prop-2-enoyl-7,8-dihydro-5H-1,6-naphthyridin-3-yl)boronic acid